N-(4-bromo-6-carbamoyl-2,2-difluoro-1,3-benzodioxol-5-yl)-2-(3-chloro-2-pyridyl)-5-(trifluoromethyl)pyrazole-3-carboxamide BrC1=C(C(=CC=2OC(OC21)(F)F)C(N)=O)NC(=O)C=2N(N=C(C2)C(F)(F)F)C2=NC=CC=C2Cl